C(CCCCCO)O HexyleneGlycol